O1CCN(CC1)C1=NC(=CC=2N1C=C(N2)C(=O)NC2CCNCC2)N/N=C/C=2C=C(C=CC2)C 5-morpholino-7-[(2E)-2-(m-tolylmethylene)hydrazino]-N-(4-piperidyl)imidazo[1,2-c]pyrimidine-2-carboxamide